ClC1=C2CCCN(C2=CC(=C1F)Cl)C(=O)[C@H]1N(C([C@@H]2[C@H]1OC(O2)(C)C)=O)C2=NC(=CC(=C2)C(F)(F)F)C (3aS,6S,6aS)-6-(5,7-dichloro-6-fluoro-1,2,3,4-tetrahydroquinoline-1-carbonyl)-2,2-dimethyl-5-(6-methyl-4-(trifluoromethyl)pyridin-2-yl)tetrahydro-4H-[1,3]dioxolo[4,5-c]pyrrol-4-one